1-[2-[1-(Cyclobutylmethyl)-3-methyl-pyrazol-4-yl]-6-[5-[(6-methylpyridazin-3-yl)amino]benzimidazol-1-yl]-3-pyridinyl]ethanol C1(CCC1)CN1N=C(C(=C1)C1=NC(=CC=C1C(C)O)N1C=NC2=C1C=CC(=C2)NC=2N=NC(=CC2)C)C